FC1=C2CN(CC2=CC(=C1OC)O)C(CCC(=O)OCC)=O ethyl 4-(4-fluoro-6-hydroxy-5-methoxy-isoindolin-2-yl)-4-oxo-butyrate